tert-butyl 6-(3-((6-methoxy-4-(4-(2-(4-(trifluoromethyl)phenyl)acetamido)phenyl)quinazolin-7-yl) oxy)propoxy)-2,6-diazaspiro[3.3]heptane-2-carboxylate COC=1C=C2C(=NC=NC2=CC1OCCCON1CC2(CN(C2)C(=O)OC(C)(C)C)C1)C1=CC=C(C=C1)NC(CC1=CC=C(C=C1)C(F)(F)F)=O